[1,2,4]Triazole-2-carboxylic acid methyl ester COC(=O)N1N=CN=C1